tert-butyl (S)-2-((S)-1-(methylsulfonamido)ethyl)azetidine-1-carboxylate CS(=O)(=O)N[C@@H](C)[C@H]1N(CC1)C(=O)OC(C)(C)C